spiro[piperidine-4,2'-quinoline]-1-carboxamide N1C2(C=CC3=CC=CC=C13)CCN(CC2)C(=O)N